5-(4-(2-(Ethylamino)ethyl)phenyl)-6-(4-isopropylphenyl)-5,6,7,8-tetrahydronaphthalen-2-ol C(C)NCCC1=CC=C(C=C1)C1C=2C=CC(=CC2CCC1C1=CC=C(C=C1)C(C)C)O